(9R,13R)-13-amino-3-(difluoromethyl)-9-methyl-3,4,7,15-tetraazatricyclo[12.3.1.02,6]Octadecan-1(18),2(6),4,14,16-pentaen-8-one N[C@@H]1CCC[C@H](C(NC=2C=NN(C2C=2C=CN=C1C2)C(F)F)=O)C